C(C)(C)(C)OC(N(C)CCC(=NOCC(CN1CCCCC1)O)N)=O.ClC(CCN(C(OC(C)(C)C)=O)C)=NOCC(CN1CCCCC1)O tert-butyl (3-chloro-3-((2-hydroxy-3-(piperidin-1-yl)propoxy)imino)propyl)(methyl)carbamate tert-Butyl-N-[3-amino-3-[2-hydroxy-3-(1-piperidyl)propoxy]imino-propyl]-N-methyl-carbamate